OC=1C=C(C=CC1)C=1C(=O)NC(C1)=O m-hydroxyphenyl-maleimide